4-(3-amino-1H-indazol-5-yl)-1H-pyrrolo[2,3-b]pyridine-2-carboxylic acid ethyl ester C(C)OC(=O)C1=CC=2C(=NC=CC2C=2C=C3C(=NNC3=CC2)N)N1